BrC1=C(C=C(C=C1)Br)C(CCC(=O)O)=O 4-(2,5-dibromophenyl)-4-oxobutanoic Acid